NC=1SC[C@@]2(N1)CCOC1=CC=C(C=C12)NC(=O)C1=NC=C(C=C1)CC#N (R)-N-(2'-amino-5'h-spiro[chromane-4,4'-thiazol]-6-yl)-5-cyanomethylpyridinamide